N-[4-[[4-[1-[4-(azetidin-3-yloxy)-3-chloro-5-cyano-phenyl]-1-methyl-ethyl]phenoxy]methyl]pyrimidin-2-yl]methanesulfonamide N1CC(C1)OC1=C(C=C(C=C1C#N)C(C)(C)C1=CC=C(OCC2=NC(=NC=C2)NS(=O)(=O)C)C=C1)Cl